C(C)(C)(C)OC(=O)N1[C@H](C[C@@H](C1)CC1=CC=C(C=C1)CC1=CC=CC=C1)C(N[C@H](C(=O)NCC=1C(=NC(=CC1)N)C)C)=O (2R,4S)-2-(((S)-1-(((6-amino-2-methylpyridin-3-yl)methyl)amino)-1-oxopropan-2-yl)carbamoyl)-4-(4-benzylbenzyl)pyrrolidine-1-carboxylic acid tert-butyl ester